OC1=C(C=C(C=C1)C)N1N=NC2=C1C=CC=C2 3-(2'-Hydroxy-5'-methylphenyl)-benzotriazol